N-(prop-2-yn-1-yl)-hex-5-yneamide C(C#C)NC(CCCC#C)=O